CSCCCC(=O)C1C(C2=CC=C(C=C2C1=O)C(=O)C=1C=C2C(C(C(C2=CC1)=O)C(CCCSC)=O)=O)=O 2-[4-(methylsulfanyl)butanoyl]-5-{2-[4-(methylsulfanyl)butanoyl]-1,3-dioxo-2,3-dihydro-1H-indene-5-carbonyl}-2,3-dihydro-1H-indene-1,3-dione